N(=C=O)C1=C(OCCOC2=C(C=CC=C2)N=C=O)C=CC=C1 1,2-bis(2-isocyanatophenoxy)ethane